methyl 2-((1-(2,7-dimethyl-1-oxo-3-(piperazin-1-yl)-1,2-dihydroisoquinolin-5-yl)ethyl)amino)benzoate CN1C(C2=CC(=CC(=C2C=C1N1CCNCC1)C(C)NC1=C(C(=O)OC)C=CC=C1)C)=O